3-chloro-N-[(3S,6R)-6-{5-[2-(trifluoro-methoxy)ethoxy]-1,3,4-oxadiazol-2-yl}piperidin-3-yl]-4-(trifluoro-methyl)benzamide ClC=1C=C(C(=O)N[C@@H]2CN[C@H](CC2)C=2OC(=NN2)OCCOC(F)(F)F)C=CC1C(F)(F)F